ClC=1C=C(C=CC1)N(C1(CCC2(C(=CC3=CC=C(C=C23)C=O)C[C@H](COCC2=CC=C(C=C2)OC)C)CC1)C(=O)OC)C(C(F)(F)F)=O methyl (1r,4R)-4-[(3-chlorophenyl)(trifluoroacetyl)amino]-6'-formyl-2'-{(2R)-3-[(4-methoxyphenyl)methoxy]-2-methylpropyl}spiro[cyclohexane-1,1'-indene]-4-carboxylate